S1N=CC=C1NC(=O)N1CCC(CC1)C(C)(C)S(=O)(=O)C1=C(C=CC=C1)OC N-(isothiazol-5-yl)-4-(2-((2-methoxy-phenyl)sulfonyl)propan-2-yl)piperidine-1-carboxamide